2-(5-(dibenzo[b,d]furan-4-yl)-4'-(pyrimidin-2-yl)-[1,1'-biphenyl]-3-yl)-6-phenyl-1,10-phenanthroline C1=CC=C(C=2OC3=C(C21)C=CC=C3)C=3C=C(C=C(C3)C3=CC=C(C=C3)C3=NC=CC=N3)C3=NC2=C1N=CC=CC1=C(C=C2C=C3)C3=CC=CC=C3